3-amino-N-tert-butyl-5-(4-chlorophenyl)-benzamide NC=1C=C(C(=O)NC(C)(C)C)C=C(C1)C1=CC=C(C=C1)Cl